CC(C)(C)NS(=O)C=1SC2=C(N1)C=CC=C2 N-(1,1-dimethylethyl)-2-benzothiazolesulfinamide